3-(1-Oxo-5-(piperazin-1-yl)isoindolin-2-yl)piperidine-2,6-dione 2,2,2-trifluoroacetate FC(C(=O)O)(F)F.O=C1N(CC2=CC(=CC=C12)N1CCNCC1)C1C(NC(CC1)=O)=O